3-((2-propylheptyl)oxy)propan-1-ol Silicon [Si].C(CC)C(COCCCO)CCCCC